OC=1C=C2C(=CC(OC2=CC1O)=O)CS(=O)(=O)O 6,7-dihydroxycoumarin-4-methanesulfonic acid